1-(2-(1H-tetrazol-5-yl)ethyl)-N-(2-(difluoromethoxy)-6-methylpyridin-3-yl)-3-(2-isopropylphenyl)azetidine-3-carboxamide N1N=NN=C1CCN1CC(C1)(C(=O)NC=1C(=NC(=CC1)C)OC(F)F)C1=C(C=CC=C1)C(C)C